BrC=1C=C(N(N1)C1CC1)C1=NC2=C(C(O1)=O)C=C(C=C2C)Cl 2-(5-bromo-2-cyclopropyl-pyrazol-3-yl)-6-chloro-8-methyl-3,1-benzoxazin-4-one